C(C1=CC=CC=C1)OC=1C=C(C#N)C=C(C1C(=O)N1CC2=CC=C(C=C2CC1)OCCN(C)C)O 3-(Benzyloxy)-4-(6-(2-(dimethyl-amino)ethoxy)-1,2,3,4-tetrahydroisoquinoline-2-carbonyl)-5-hydroxybenzonitrile